CNC1=NC=CC(=N1)N1C=2N(CCC1)N=C(C2)C#CC(C)(O)C=2SC=CN2 4-(4-(2-(methylamino)pyrimidin-4-yl)-4,5,6,7-tetrahydropyrazolo[1,5-a]pyrimidin-2-yl)-2-(thiazol-2-yl)but-3-yn-2-ol